C(#N)C(C(=O)[O-])=C 2-cyanoacrylate